[Si](C)(C)(C(C)(C)C)OCCN1N=C(C(=C1)N)OC1COC1 1-(2-((tert-butyldimethylsilyl)oxy)ethyl)-3-(oxetan-3-yloxy)-1H-pyrazol-4-amine